[4-(3-bromophenyl)thiazol-2-yl]amide BrC=1C=C(C=CC1)C=1N=C(SC1)[NH-]